C(C)C=1NC=CN1.CN(CCCN)C 3-dimethylaminopropylamine-2-ethylimidazole salt